[C@@H]12CNCC[C@]2(C1)C=1N=CC(=NC1)C(=O)NC=1C=C(C=2N(C1)C=C(N2)C)F 5-((1R,6S)-3-azabicyclo[4.1.0]heptan-6-yl)-N-(8-fluoro-2-methylimidazo[1,2-a]pyridin-6-yl)pyrazine-2-carboxamide